IC1=NN(C(=C1C(C)C)C)C1=CC=2C(N=C1C)=NN(C2)CCCN2CCOCC2 4-(3-{5-[3-iodo-5-methyl-4-(propan-2-yl)-1H-pyrazol-1-yl]-6-methyl-2H-pyrazolo[3,4-b]pyridin-2-yl}propyl)morpholine